7-bromo-6-fluoro-2,4-dihydroxyquinoline-3-carbonitrile BrC1=C(C=C2C(=C(C(=NC2=C1)O)C#N)O)F